ClC=1C=C(C=CC1C(=O)N1CCN(CC1)C(CCCNC(=N)N)=O)NC(=O)C=1N(C(=CN1)C1=C(C(=C(C=C1)OC)F)F)C N-[3-chloro-4-[4-(4-guanidinobutanoyl)piperazine-1-carbonyl]phenyl]-5-(2,3-difluoro-4-methoxy-phenyl)-1-methyl-imidazole-2-carboxamide